1-{2-[(3R)-3-methylmorpholin-4-yl]Pyrimidin-5-yl}urea C[C@H]1N(CCOC1)C1=NC=C(C=N1)NC(=O)N